3-decahydronaphthalenedimethanol C1(CC(CC2CCCCC12)CO)CO